(R)-3-bromo-N-(4-cyano-2-fluoro-3-methoxyphenyl)-2-hydroxy-2-methylpropionamide BrC[C@](C(=O)NC1=C(C(=C(C=C1)C#N)OC)F)(C)O